(Z)-(4-bromophenyl)-7-(pyridin-2-yl)hept-6-en-1-one BrC1=CC=C(C=C1)C(CCCC\C=C/C1=NC=CC=C1)=O